[1,5-dimethyl-8-oxabicyclo[3.2.1]oct-2-en-3-yl] trifluoromethanesulfonate FC(S(=O)(=O)OC1=CC2(CCC(C1)(O2)C)C)(F)F